IC=1C=C(C=CC1C)NC(=O)C1=NC=CC(=C1)C(F)(F)F N-(3-iodo-4-methylphenyl)-4-(trifluoromethyl)pyridineamide